2-methyl-5-isopropyl-1,3-cyclohexadiene CC1=CCC(C=C1)C(C)C